tert-butyl 4-(3-(methoxycarbonyl)-5-methyl-2,3-dihydrobenzofuran-6-yl)piperazine-1-carboxylate COC(=O)C1COC2=C1C=C(C(=C2)N2CCN(CC2)C(=O)OC(C)(C)C)C